C1=C(C=CC2=CC=CC=C12)C1=CC=C(C=C1)NC1=CC=CC=C1 N-(4-(naphthalen-2-yl)phenyl)aniline